oxa-1,8-diazaspiro[5.5]undecan N1OCCCC12CNCCC2